C=1(NC=C2C1OC=C1C(NS2)=CC=C1)C(=O)N 2H,5H-cyclopenta[f]pyrrolo[3,4-b][1,4,5]oxathiazocine-1-carboxamide